1-decyl-imidazole C(CCCCCCCCC)N1C=NC=C1